2-(2-amino-benzoyl)pyridine NC1=C(C(=O)C2=NC=CC=C2)C=CC=C1